3-CHLORO-4-(PIPERIDINE-1-CARBONYL)PHENYLBORONIC ACID ClC=1C=C(C=CC1C(=O)N1CCCCC1)B(O)O